2-((2-methyl-6-(trifluoromethyl)-1,4-dihydropyridin-3-yl)sulfonyl)-6-((1R)-1-(tetrahydrofuran-3-yl)ethyl)-2,6-diazaspiro[3.3]heptane CC=1NC(=CCC1S(=O)(=O)N1CC2(C1)CN(C2)[C@H](C)C2COCC2)C(F)(F)F